FC=1C=C(CC2=NC3=C(N2C2CCC(CC2)O)C=CC(=C3)C=3C(=NOC3C)C)C=CC1F (1r,4r)-4-(2-(3,4-difluorobenzyl)-5-(3,5-dimethylisoxazol-4-yl)-1H-benzo[d]imidazol-1-yl)cyclohexan-1-ol